C(C1=CC=CC=C1)N(C=O)C(C(C(=O)O)=O)C 3-(N-Benzylformamido)-2-oxobutanoic Acid